(9H-fluoren-9-yl)methyl ((S)-1-(((S)-1-((4-((((2-aminoethyl)carbamoyl)oxy) methyl)phenyl) amino)-1-oxo-5-ureidopentan-2-yl)amino)-3-methyl-1-oxobutan-2-yl)carbamate NCCNC(=O)OCC1=CC=C(C=C1)NC([C@H](CCCNC(=O)N)NC([C@H](C(C)C)NC(OCC1C2=CC=CC=C2C=2C=CC=CC12)=O)=O)=O